[N-]=C=O.[N-]=C=O.COC=1C=C(C=CC1)C1=CC(=CC=C1)OC 3,3'-dimethoxybiphenyl diisocyanate